C(C1=CC=CC=C1)[N+](O)(CC1=CC=CC=C1)[O-] N,N-dibenzylhydroxylamine oxide